3-chlorophenyl formate C(=O)OC1=CC(=CC=C1)Cl